cis-(7RS,9SR)-3-cyclopropyl-7,9-bis[(5-methoxypyridin-3-yl)amino]-N-(2-methylpropyl)-8,9-dihydro-7H-cyclopenta[h]isoquinoline-5-sulfonamide C1(CC1)C=1N=CC=2C3=C(C=C(C2C1)S(=O)(=O)NCC(C)C)[C@@H](C[C@@H]3NC=3C=NC=C(C3)OC)NC=3C=NC=C(C3)OC |r|